(3R,5S)-tert-Butyl 3-azido-5-hydroxypiperidine-1-carboxylate N(=[N+]=[N-])[C@H]1CN(C[C@H](C1)O)C(=O)OC(C)(C)C